C1(=CC=CC=C1)S(=O)(=O)O.O=C1N(CC2=CC(=CC=C12)N1CCNCC1)[C@@H]1C(NC(CC1)=O)=O (3S)-3-(1-oxo-5-piperazine-1-yl-isoindolin-2-yl)piperidine-2,6-dione benzenesulfonate